3-acryloyloxypropyl-methyl-tetrasilazane C(C=C)(=O)OCCC[SiH](N[SiH2]N[SiH2]N[SiH3])C